BrC=1C=C2[C@@H](CC3(CCN(CC3)C(=O)[O-])C2=CC1)OC1=C(C=CC=C1)CC(=O)OCC (R)-5-bromo-3-(2-(2-ethoxy-2-oxoethyl) phenoxy)-2,3-dihydrospiro[inden-1,4'-piperidin]-1'-carboxylate